1-(1-benzothiophen-5-yl)-N-methylpropan-2-amine S1C=CC2=C1C=CC(=C2)CC(C)NC